6-(trifluoromethyl)spiro[2,3-dihydroisoquinoline-4,1'-cyclopropane]-1-one FC(C=1C=C2C(=CC1)C(NCC21CC1)=O)(F)F